C(C)(C)(C)OC(NC1=CC=C(C=C1)NC1=NC(=NC(=C1)C)N1CCCC1)=O (4-((6-Methyl-2-(pyrrolidin-1-yl)pyrimidin-4-yl)amino)phenyl)carbamic acid tert-butyl ester